FC1=C(CC2NC(NC2)=O)C=CC=C1 4-(2-fluorobenzyl)-2-oxoimidazoline